2-β-D-arabinofuranosyl-2,7,8,9-tetrahydro-6-thia-2,3,5-triazabenzo[cd]azulene [C@@H]1([C@@H](O)[C@H](O)[C@H](O1)CO)N1C=C2CCCSC=3C2=C1N=CN3